(3S)-3-(hydroxymethyl)octahydroindolizine-7-carboxylic acid OC[C@@H]1CCC2CC(CCN12)C(=O)O